SC1=C(C(=O)NC2CCCCC2)C=CC=C1 2-mercapto-N-cyclohexyl-benzamide